Br.CN N-methylamine hydrobromide